C(C)(C)(C)C1=CC2C(C3=CC(=CC=C3C2C=C1)C(C)(C)C)C(=C(C)C)C1=C(C(=CC(=C1)C(C)(C)C)C(C)(C)C)OCOC 2,7-Di-tert-butyl-9-{1-[3,5-di-tert-butyl-2-(methoxymethoxy)phenyl]-2-methylprop-1-en-1-yl}-9,9a-dihydro-4aH-fluorene